OC(C[N+](=O)[O-])C=1N(C=C(N1)C(=O)OC)C Methyl 2-(1-hydroxy-2-nitroethyl)-1-methyl-1H-imidazole-4-carboxylate